[(1S)-2-[(5-chloro-4-ethoxycarbonyl-2-pyridyl)oxy]-1-methyl-ethyl]ammonium chloride [Cl-].ClC=1C(=CC(=NC1)OC[C@H](C)[NH3+])C(=O)OCC